N-butyl-[1,1'-biphenyl]-2-amine C(CCC)NC=1C(=CC=CC1)C1=CC=CC=C1